3-fluoro-6-(1-methyl-1H-pyrazol-4-yl)pyrazolo[1,5-a]pyridin FC=1C=NN2C1C=CC(=C2)C=2C=NN(C2)C